(S)-3-hydroxy-2-methoxy-7,12-dihydrobenzo[5,6][1,4]diazepino[1,2-b]isoquinolin-14(6aH)-one OC=1C(=CC2=C(N=C[C@H]3N(CC4=CC=CC=C4C3)C2=O)C1)OC